NC(C)C1=NC(=NN1C1=NC=C(C=C1)Cl)NC(OC(C)(C)C)=O tert-Butyl N-[5-(1-aminoethyl)-1-(5-chloro-2-pyridyl)-1,2,4-triazol-3-yl]carbamate